C(C)(=O)C1=C(C2=C(N=C(N=C2)NC2=CC=C(C=N2)C=O)N(C1=O)C1CCCC1)C 6-[(6-acetyl-8-cyclopentyl-5-methyl-7-oxopyrido[2,3-d]pyrimidin-2-yl)amino]pyridine-3-carbaldehyde